2-fluoro-N-(9-oxo-2-(trifluoromethyl)-9H-indeno[2,1-d]pyrimidin-7-yl)acrylamide ethyl-α-cyano-β-phenylcinnamate C(C)OC(C(=C(C1=CC=CC=C1)C1=CC=CC=C1)C#N)=O.FC(C(=O)NC1=CC=2C(C=3N=C(N=CC3C2C=C1)C(F)(F)F)=O)=C